CN1N=NC2=C1C=CC(=C2C)/C=C/C(=O)OCC ethyl (E)-3-(1,4-dimethylbenzotriazol-5-yl)prop-2-enoate